sodium mannuronic acid O=C[C@@H](O)[C@@H](O)[C@H](O)[C@H](O)C(=O)O.[Na]